C(C)(=O)C1=CC(=C(C#N)C=C1F)F 4-acetyl-2,5-difluorobenzonitrile